tert-butyl (S)-4-(5-(methoxycarbonyl)-4,6-dimethylpyridin-2-yl)-2-methylpiperazine-1-carboxylate COC(=O)C=1C(=CC(=NC1C)N1C[C@@H](N(CC1)C(=O)OC(C)(C)C)C)C